ClC=1C(=C(C(=C(C1)C=1C(CCNN1)C)F)C)OCC(C)O 6-[5-chloro-2-fluoro-4-(2-hydroxypropoxy)-3-methylphenyl]-5-methyl-4,5-dihydro-2H-pyridazine